C(=O)O.C(C)(C)NCC1=C(C=CC(=N1)NC=1C2=C(C(=NC1)C1=C3C(=NC=C1)N(C=C3)C)CNC2=O)C2CCOCC2 7-[[6-[(isopropyl-amino)methyl]-5-tetrahydro-pyran-4-yl-2-pyridyl]amino]-4-(1-methyl-pyrrolo[2,3-b]pyridin-4-yl)-2,3-dihydro-pyrrolo[3,4-c]pyridin-1-one Formic acid salt